BrC1=CC2=C(C3=CC=CC=C3C=C2C=C1)OCC(CCCC)CC 2-bromo-9-(2-ethylhexyloxy)anthracene